5,6,7,8-tetrahydroimidazo[1,2-a]pyridin-7-ylmethylamine N=1C=CN2C1CC(CC2)CN